methyl 2-(2-cyclopropyl-3-methoxyphenyl)-2-(3-((5-(5,6,7,8-tetrahydro-1,8-naphthyridin-2-yl)pentyl)oxy)azetidin-1-yl)acetate C1(CC1)C1=C(C=CC=C1OC)C(C(=O)OC)N1CC(C1)OCCCCCC1=NC=2NCCCC2C=C1